methyl (E)-2-((2-benzylidene-1-methylhydrazino) methyl)-4-nitrobenzoate C(/C1=CC=CC=C1)=N\N(C)CC1=C(C(=O)OC)C=CC(=C1)[N+](=O)[O-]